(E)-4-(3-(3-ethoxy-3-oxoprop-1-en-1-yl)phenyl)-1-(2,2,2-trifluoroethyl)piperidine-4-carboxylic acid C(C)OC(/C=C/C=1C=C(C=CC1)C1(CCN(CC1)CC(F)(F)F)C(=O)O)=O